(2E,6E,9E)-2,6,10-trimethyldodeca-2,6,9,11-tetraenal C/C(/C=O)=C\CC\C(=C\C\C=C(\C=C)/C)\C